2,3,4,9-tetrahydro-1H-pyrido[3,4-b]indole hydrochloride salt Cl.C1NCCC2=C1NC1=CC=CC=C21